C(CCCCCCC)C(C(=O)O)CCCCC(C)C.C(CCCCCC(C)C)(=O)OC(CCCCC)CC ethylhexyl isononanoate (octyl isononanoate)